12-bromododecan-1-amine BrCCCCCCCCCCCCN